bis((E)-3,7-dimethylocta-2,6-dien-1-yl) 2-(((4-((2-(dimethylamino)ethyl)amino)-3-(((2-hexyldecyl)oxy)carbonyl)-4-oxobutyl)thio)methyl)succinate CN(CCNC(C(CCSCC(C(=O)OC\C=C(\CCC=C(C)C)/C)CC(=O)OC\C=C(\CCC=C(C)C)/C)C(=O)OCC(CCCCCCCC)CCCCCC)=O)C